C1=CC=C(C=C1)CC2=C(C3=NC(=CC(=O)N3N2)C4=CC=C(C=C4)[N+](=O)[O-])C5=CC=C(C=C5)Cl The molecule is a pyrazolopyrimidine that is 4H-pyrazolo[1,5-a]pyrimidin-7-one which is substituted at positions 2, 3, and 5 by benzyl, p-chlorophenyl, and p-nitrophenyl groups, respectively. It is an inhibitor of ADP-ribosylation factor 6 (ARF6), a member of the ADP ribosylation factor family of GTP-binding proteins. It has a role as an inhibitor. It is a pyrazolopyrimidine, a C-nitro compound and a member of monochlorobenzenes.